F[C@@H]1[C@@H](C1)C(=O)NC1=NC=C2C=C(C(N(C2=C1)C)=O)C=1C=NC(=CC1C)[C@](CCC)([2H])O (1S,2S)-2-fluoro-N-(3-(6-((R)-1-hydroxybutyl-1-d)-4-methylpyridin-3-yl)-1-methyl-2-oxo-1,2-dihydro-1,6-naphthyridin-7-yl)cyclopropane-1-carboxamide